pent-2-yn-1-yl (1-((3-chloro-4-fluorophenyl)carbamoyl)-2-methyl-2,4,5,6-tetrahydrocyclopenta[c]pyrrol-4-yl)carbamate ClC=1C=C(C=CC1F)NC(=O)C=1N(C=C2C1CCC2NC(OCC#CCC)=O)C